C(CCC)C1=NC(=NC(=N1)CCCC)C1=CC=C(C=C1)OC 2,4-dibutyl-6-p-methoxyphenyl-1,3,5-triazine